alpha-methyl-L-glutamine C[C@](N)(CCC(N)=O)C(=O)O